CC=1N=C2C=3C=CNC3N=C(N2N1)C=1OC(=CC1)C 4-methyl-7-(5-methylfuran-2-yl)-3,5,6,8,10-pentazatricyclo[7.3.0.02,6]dodeca-1(9),2,4,7,11-pentaene